C(#N)C1=CC=C(C=C1)C#CC1=C(C=NC=C1)NC(C)=O N-{4-[(4-cyanophenyl)ethynyl]pyridin-3-yl}acetamide